Ethyl 2-(1-ethyl-1H-pyrazol-4-yl)-3-fluoro-5-({[1-(2-fluoro-4-methylphenyl)cyclopropyl]carbonyl} amino)benzoate C(C)N1N=CC(=C1)C1=C(C(=O)OCC)C=C(C=C1F)NC(=O)C1(CC1)C1=C(C=C(C=C1)C)F